2-(4-methoxycyclohexen-1-yl)-6-(4,4,5,5-tetramethyl-1,3,2-dioxaborolan-2-yl)quinoxaline COC1CC=C(CC1)C1=NC2=CC=C(C=C2N=C1)B1OC(C(O1)(C)C)(C)C